(7-chloro-1H-benzo[d]imidazol-2-yl)(4-methyl-6,7-dihydrothiazolo[4,5-c]pyridin-5(4H)-yl)methanone ClC1=CC=CC2=C1NC(=N2)C(=O)N2C(C1=C(CC2)SC=N1)C